5-(8-((1S,2S)-2-(2-methoxyphenyl)cyclopropyl)imidazo[1,2-b]pyridazin-6-yl)pyrimidine-2,4(1H,3H)-dione COC1=C(C=CC=C1)[C@@H]1[C@H](C1)C=1C=2N(N=C(C1)C=1C(NC(NC1)=O)=O)C=CN2